C(C)C=1C=C(C=CC1)C1=CC=C(C=C1)CC 3,4'-Diethylbiphenyl